C(C)C=1C(=C(C(=C(C1C)CC)C)O)C 3,5-diethyl-2,4,6-trimethylphenol